6-(2,4-dimethyl-1,3-thiazol-5-yl)-2-[(1-quinoxalin-2-ylpiperidin-4-yl)methyl]pyridazin-3-one CC=1SC(=C(N1)C)C=1C=CC(N(N1)CC1CCN(CC1)C1=NC2=CC=CC=C2N=C1)=O